C(C)N1C(=NC=2C=NC=C(C21)CN2CCNCC2)NC2=NON=C2 (1-Ethyl-7-piperazin-1-ylmethyl-1H-imidazo[4,5-c]pyridin-2-yl)-furazan-3-ylamine